Cl[Si](CCC[Si](Cl)(Cl)Cl)(Cl)Cl 1,3-bis(trichlorosilyl)propane